Ethanesulfonic acid methyl-[5-(1-methyl-2-oxo-1,2,3,4-tetrahydro-quinolin-6-yl)-pyridin-3-ylmethyl]-amide CN(S(=O)(=O)CC)CC=1C=NC=C(C1)C=1C=C2CCC(N(C2=CC1)C)=O